ClC=1C=C(C=NC1N1N=CC=N1)NC(=O)C=1C=NN(C1C)C1=C2C=CC=NC2=CC=C1 N-(5-Chloro-6-(2H-1,2,3-triazol-2-yl)pyridin-3-yl)-5-methyl-1-(chinolin-5-yl)-1H-pyrazol-4-carboxamid